(benzyloxy)-N-(1-methyl-3-(pyrazin-2-yl)-1H-pyrazol-4-yl)-[2,4'-bipyridine]-6-carboxamide C(C1=CC=CC=C1)OC=1C(=NC(=CC1)C(=O)NC=1C(=NN(C1)C)C1=NC=CN=C1)C1=CC=NC=C1